OC1(CCNCC1)CN1C=NC(=CC1=O)NCCN1CCCC1 3-((4-hydroxypiperidin-4-yl)methyl)-6-((2-(pyrrolidin-1-yl)ethyl)amino)pyrimidin-4(3H)-one